6-[(3S)-3-(cyanomethyl)piperazin-1-yl]-N-(3-methoxy-1-naphthyl)-2-[(1-methylpyrrolidin-2-yl)methylamino]pyrimidine-4-carboxamide C(#N)C[C@H]1CN(CCN1)C1=CC(=NC(=N1)NCC1N(CCC1)C)C(=O)NC1=CC(=CC2=CC=CC=C12)OC